CC12C=CC(CC1)(CC2)C(=O)O 4-methylbicyclo-(2.2.2)-oct-2-ene-1-carboxylic acid